13Z,16Z-docosadienoic acid chloride C(C=CC=CCCCCCCCCCCCCCCCCC)(=O)Cl